ClC1=NC=C(C(=C1)C1=C(C=NC(=C1)C)C(=O)NC=1SC2=C(N1)CN(C2)C(=O)[C@H]2[C@@H](C2)C(F)F)OC 2'-chloro-N-(5-((1R,2R)-2-(difluoromethyl)cyclopropane-1-carbonyl)-5,6-dihydro-4H-pyrrolo[3,4-d]thiazol-2-yl)-5'-methoxy-6-methyl-[4,4'-bipyridine]-3-carboxamide